C(CO)(=O)N[C@H]1C(O)O[C@@H]([C@H]([C@@H]1O[C@@H](C(=O)O)C)O)CO N-glycolylmuramic acid